(S)-3-(pyridin-4-yloxy)pyrrolidin N1=CC=C(C=C1)O[C@@H]1CNCC1